ClC=1C=CC(=C(C1)C1=CC(N(C=C1OC)C(C(=O)NC1=CC(=C(C(=O)NC)C=C1)F)CC)=O)C1=NOC(=C1)C(F)F 4-({2-[4-{5-chloro-2-[5-(difluoromethyl)-1,2-oxazol-3-yl]phenyl}-5-methoxy-2-oxopyridin-1(2H)-yl]butyryl}amino)-2-fluoro-N-methylbenzamide